2-(aminomethyl)thiazole-4-carboxylic acid hydrochloride Cl.NCC=1SC=C(N1)C(=O)O